CN1C(C2C(N=C(N=C2NC2(CC2)C)NC=2C=NN(C2)C2C(CC23CCC3)C=O)C=C1)=O [4-[[6-methyl-4-[[1-methylcyclopropyl]amino]-5-oxo-4a,5,6,8a-tetrahydropyrido[4,3-d]pyrimidin-2-yl]amino]-1H-pyrazol-1-yl]spiro[3.3]heptane-2-carbaldehyde